1,2,4-dithiazolinone S1SC(N=C1)=O